(S)-benzyl 2-(((((2R,3S,4S,5R)-5-(4-amino-2-oxopyrimidin-1(2H)-yl)-4-fluoro-3-hydroxytetrahydrothiophen-2-yl)methoxy)(phenoxy)phosphoryl)amino)propanoate NC1=NC(N(C=C1)[C@H]1[C@H]([C@@H]([C@H](S1)COP(=O)(OC1=CC=CC=C1)N[C@H](C(=O)OCC1=CC=CC=C1)C)O)F)=O